6-(trifluoromethoxy)-2-methyl-5-(4,4,5,5-tetramethyl-1,3,2-dioxaborolan-2-yl)-2H-indazole FC(OC=1C(=CC2=CN(N=C2C1)C)B1OC(C(O1)(C)C)(C)C)(F)F